butyl 3-(5-(5-(3-cyclopropyl-1-isobutyramido-1-(pyridin-3-yl)propyl)-2-fluorophenylcarbamoyl)-3-(trifluoromethyl)-1H-pyrazol-1-yl)benzylcarbamate C1(CC1)CCC(C=1C=NC=CC1)(NC(C(C)C)=O)C=1C=CC(=C(C1)NC(=O)C1=CC(=NN1C=1C=C(CNC(OCCCC)=O)C=CC1)C(F)(F)F)F